3-((4-(4-((4-(4-amino-3-(4-phenoxyphenyl)-1H-pyrazolo[3,4-d]pyrimidin-1-yl)-[1,4'-bipiperidin]-1'-yl)methyl)piperidin-1-yl)phenyl)amino)piperidine-2,6-dione NC1=C2C(=NC=N1)N(N=C2C2=CC=C(C=C2)OC2=CC=CC=C2)C2CCN(CC2)C2CCN(CC2)CC2CCN(CC2)C2=CC=C(C=C2)NC2C(NC(CC2)=O)=O